COC(C1=C(C=C(C=C1)N1CC(C1)C(OC)OC)C=C)=O.NC1=CC=C(CC2=C(N)C=CC(=C2)CC2=CC=C(C=C2)N)C=C1 2,4-bis(p-aminobenzyl)aniline methyl-4-[3-(dimethoxymethyl)azetidin-1-yl]-2-vinyl-benzoate